CN1C(CC(CC1(C)C)OC(C(C(=O)OC1CC(N(C(C1)(C)C)C)(C)C)(CCCC)CC1=CC(=C(C(=C1)C(C)(C)C)O)C(C)(C)C)=O)(C)C Bis(1,2,2,6,6-pentamethyl-4-piperidyl)-[[3,5-bis(1,1-dimethylethyl)-4-hydroxyphenyl]methyl]butylmalonat